4-(2-(Dimethylamino)ethoxy)-N-((3-(4-(dimethylamino)phenyl)-3-azabicyclo[3.1.1]heptan-6-yl)methyl)-N-(5-methoxy-[3,4'-bipyridin]-2'-yl)cyclohexanecarboxamide CN(CCOC1CCC(CC1)C(=O)N(C1=NC=CC(=C1)C=1C=NC=C(C1)OC)CC1C2CN(CC1C2)C2=CC=C(C=C2)N(C)C)C